N1-(4-(5-(7-fluoroquinolin-4-yl)-1-methyl-1H-imidazol-4-yl)-3,5-dimethylbenzyl)nonane-1,9-diamine FC1=CC=C2C(=CC=NC2=C1)C1=C(N=CN1C)C1=C(C=C(CNCCCCCCCCCN)C=C1C)C